3,4-DIHYDRO-2H-PYRROLE-2-CARBOXYLIC ACID N=1C(CCC1)C(=O)O